NC1=C(C=C(C=N1)C1=C(C=C2C(C(=CN(C2=C1C)C1CC1)C(=O)OCC)=O)F)C#N ethyl 7-(6-amino-5-cyanopyridin-3-yl)-1-cyclopropyl-6-fluoro-8-methyl-4-oxo-1,4-dihydroquinoline-3-carboxylate